IC1=C(N)C=CC=C1 (14R)-2-iodoaniline